(2,6-Dichloropyridin-4-yl)methyl (S)-4-acetamido-2-aminobutanoate hydrochloride Cl.C(C)(=O)NCC[C@@H](C(=O)OCC1=CC(=NC(=C1)Cl)Cl)N